tert-butyl 4-[5-[1-(oxan-2-yl)pyrazol-4-yl]phthalazin-1-yl]piperazine-1-carboxylate O1C(CCCC1)N1N=CC(=C1)C1=C2C=NN=C(C2=CC=C1)N1CCN(CC1)C(=O)OC(C)(C)C